ClC=1C=C(C=NC1Cl)NC(=O)[C@@H]1[C@H]2[C@@H]3C[C@@H]3[C@@H]([C@@H]1C1=CC=NC=C1)O2 |r| rac-(1S,2S,4R,5R,6S,7S)-N-(5,6-dichloropyridin-3-yl)-7-(pyridin-4-yl)-8-oxatricyclo[3.2.1.02,4]octane-6-carboxamide